[Sb]=O.[Zr].[La].[Li] lithium lanthanum zirconium antimony oxide